CC=1C=C(C=C(C1)C)C1=C2C=C(C(C2=CC2=C1OCCO2)[Si](C)(C)C2C(=CC1=C(C=3OCCOC3C=C21)C2=CC(=CC(=C2)C)C)C)C(C)C [9-(3,5-Dimethylphenyl)-7-isopropyl-2,3-dihydro-6H-indeno[5,6-b][1,4]dioxin-6-yl][9-(3,5-dimethylphenyl)-7-methyl-2,3-dihydro-6H-indeno[5,6-b][1,4]dioxin-6-yl]dimethylsilane